BrC1=CC=C2CC[C@@H]([C@@H](C2=C1)O)F (1R,2S)-7-bromo-2-fluoro-1,2,3,4-tetrahydronaphthalen-1-ol